N,N-dimethyl-6-((6-(4-methylpyridin-3-yl)-2,7-naphthyridin-3-yl)amino)nicotinamide CN(C(C1=CN=C(C=C1)NC=1N=CC2=CN=C(C=C2C1)C=1C=NC=CC1C)=O)C